ClOC(=O)Cl bischloroformic acid